1,5a,6,9,9a,9b-hexahydro-4a(4H)-dibenzofurancarboxaldehyde C1C=CCC2(OC3C(C21)CC=CC3)C=O